ClC1=C(C(=CC=C1Cl)F)[C@@]1(CN(CC1)C(C=C)=O)NC=1C=CC2=C(N(N=C2C1)CC(=O)N)C 2-(6-{[(3S)-3-(2,3-Dichloro-6-fluorophenyl)-1-(prop-2-enoyl)pyrrolidin-3-yl]amino}-3-methylindazol-2-yl)acetamide